C(=O)(OC(C)(C)C)NC(=NC(=O)OC(C)(C)C)N1N=CC=C1 N,N'-bis-Boc-1H-pyrazole-1-carboxamidine